FC=1C(=NC(=C(C1)F)N[C@H]1CNCCC1)C1=CN=C2N1C=C(N=C2)C(C(F)(F)F)(C)O 2-(3-(3,5-difluoro-6-((R)-piperidin-3-ylamino)pyridin-2-yl)imidazo[1,2-a]pyrazin-6-yl)-1,1,1-trifluoropropan-2-ol